5-(1-Benzofuran-3-yl)-N2-(1,3-dimethyl-1H-pyrazol-4-yl)-7-isopropyl-7H-pyrrolo[2,3-d]pyrimidine-2,4-diamine O1C=C(C2=C1C=CC=C2)C2=CN(C=1N=C(N=C(C12)N)NC=1C(=NN(C1)C)C)C(C)C